Cl.NCCCC[C@H](C(=O)N1CCC(CC1)N(C(CCC1=CC=CC=C1)=O)C)NC([C@@H](CC(C)C)NC[C@@H](CC1=CC=CC=C1)N)=O (R)-N-((R)-6-amino-1-(4-(N-methyl-3-phenylpropionamido)piperidin-1-yl)-1-oxohexan-2-yl)-2-((R)-2-amino-3-phenylpropylamino)-4-methylpentanamide hydrochloride